N-(4-((2-(1,1-difluoroethyl)-6-isopropylpyrimidin-4-yl)amino)-5-((1s,3s)-3-fluorocyclobutoxy)pyridin-2-yl)acetamide FC(C)(F)C1=NC(=CC(=N1)NC1=CC(=NC=C1OC1CC(C1)F)NC(C)=O)C(C)C